(S)-N-(2-(2,2-difluoroethyl)-2-methyl-6-morpholino-2,3-dihydrobenzofuran-5-yl)pyrazolo[1,5-a]pyrimidine-3-carboxamide FC(C[C@]1(OC2=C(C1)C=C(C(=C2)N2CCOCC2)NC(=O)C=2C=NN1C2N=CC=C1)C)F